COC(C(C=O)C=1OC=C(C1)C1=CC2=C(OCO2)C=C1)=O (4-(benzo[d][1,3]dioxolan-5-yl)furan-2-yl)-3-oxopropanoic acid methyl ester